CN1N=NN=C1[C@@H](C)NC(=O)C1=CC2=CC=CC(=C2C=C1)C1=CC=C(C=C1)C(F)(F)F (R)-N-(1-(1-methyl-1H-tetrazol-5-yl)ethyl)-5-(4-(trifluoromethyl)phenyl)-2-naphthamide